1-(1-(2,6-dioxopiperidin-3-yl)-3-methyl-2-oxo-2,3-dihydro-1H-benzo[d]imidazol-5-yl)piperidine-4-carboxylic acid hydrochloride Cl.O=C1NC(CCC1N1C(N(C2=C1C=CC(=C2)N2CCC(CC2)C(=O)O)C)=O)=O